[C@H]1([C@@H](O)[C@@H](O)[C@H](O)[C@H](O1)CO)OC1=C(C=C(C=C1)C1=CC=2N=CN=CC2S1)C 6-[4'-(α-D-mannopyranosyloxy)-3'-methylphenyl]-thieno[3,2-d]pyrimidine